4-((5-fluoropyridin-2-yl)methoxy)-1-(5-(methyl-d3)-2,3,4,5-tetrahydro-1H-pyrido[4,3-b]indol-7-yl-1,1,4,4-d4)pyridin-2(1H)-one FC=1C=CC(=NC1)COC1=CC(N(C=C1)C=1C=CC=2C3=C(N(C2C1)C([2H])([2H])[2H])C(CNC3([2H])[2H])([2H])[2H])=O